OC1=CC=C(C=C1)S(=O)(=O)Cl 4-hydroxyphenylsulfonyl chloride